C(C)(C)(C)OC(=O)[C@@H]1N[C@H]([C@]([C@H]1C1=CC(=CC=C1)Cl)(C#N)C1=C(C=C(C=C1)Cl)F)CC(C)(C)C (2R,3R,4R,5S)-4-(4-chloro-2-fluorophenyl)-3-(3-chlorophenyl)-4-cyano-5-neopentylpyrrolidine-2-Carboxylic acid tert-butyl ester